dichlorophenyl-ethylene glycol ClC(C(C1=CC=CC=C1)O)(Cl)O